N-(5-cyclohexyl-3-fluoropyridin-2-yl)-2-iodo-5-nitrobenzamide C1(CCCCC1)C=1C=C(C(=NC1)NC(C1=C(C=CC(=C1)[N+](=O)[O-])I)=O)F